(R)-2-((2-methyl-6-(trifluoromethyl)pyridin-3-yl)sulfonyl)-6-(tetrahydrofuran-3-yl)-2,6-diazaspiro[3.3]heptane CC1=NC(=CC=C1S(=O)(=O)N1CC2(C1)CN(C2)[C@H]2COCC2)C(F)(F)F